[Br-].[Br-].C(CCCCCCCCCCCCC)C(C(N)(C)C)(OCCN)CCCCCCCCCCCCCC ditetradecyldimethyl-3-oxa-1,5-pentanediamine dibromide